(S)-α-cyano-3-phenoxybenzyl (1R)-cis-3-(2,2-dibromovinyl)-2,2-dimethylcyclopropanecarboxylate BrC(=C[C@@H]1C([C@@H]1C(=O)O[C@@H](C1=CC(=CC=C1)OC1=CC=CC=C1)C#N)(C)C)Br